FC1=C(OC2=CC=C(C=N2)CN2C(CC[C@@H]2C)=O)C=CC(=C1)F (5S)-1-{[6-(2,4-difluorophenoxy)pyridin-3-yl]methyl}-5-methylpyrrolidin-2-one